C(CCCCCCCCCCCCCCCCCCCCCCCCCCCCCCCC)(=O)O Tritriacontanoic acid